bis(2,6-dimethoxybenzoyl)-2-phenylpropyl-phosphine oxide COC1=C(C(=O)P(CC(C)C2=CC=CC=C2)(C(C2=C(C=CC=C2OC)OC)=O)=O)C(=CC=C1)OC